tert-butyl (2R)-3-((S)-4-benzyl-3-(fluoromethyl)piperazin-1-yl)-2-methylazetidine-1-carboxylate C(C1=CC=CC=C1)N1[C@@H](CN(CC1)C1[C@H](N(C1)C(=O)OC(C)(C)C)C)CF